NCCOCCNC(C1=C(C=C(C=C1C)NC=1C=2N(C=CN1)C(=CN2)C=2C(=NN(C2)CC#C)C(F)(F)F)F)=O N-[2-(2-aminoethoxy)ethyl]-2-fluoro-6-methyl-4-[[3-[1-prop-2-ynyl-3-(trifluoromethyl)pyrazol-4-yl]imidazo[1,2-a]pyrazin-8-yl]amino]benzamide